COC(CCC(=O)C(NCC1=CC=CC=C1)=O)=O 4-(Benzylcarbamoyl)-4-oxobutanoic acid methyl ester